OC=1C=C2CN(C(C2=CC1)=O)C1C(NC(CC1)=O)=O 3-(5-HYDROXY-1-OXOISOINDOLIN-2-YL)PIPERIDIN-2,6-DION